2-(1-piperidyl)ethanamine N1(CCCCC1)CCN